FC=1C(=C(C=CC1F)[C@@H]1[C@H](O[C@@]([C@H]1C)(C(F)(F)F)C)C(=O)NC1=NC=CC(=C1)C(=O)N)OC 2-[[(2S,3R,4S,5S)-3-(3,4-difluoro-2-methoxy-phenyl)-4,5-dimethyl-5-(trifluoromethyl)tetrahydrofuran-2-carbonyl]amino]pyridine-4-carboxamide